P(=O)([O-])([O-])OC=1C(=O)O[C@@H](C1O)[C@@H](O)CO.[Na+].[Na+].[Na+] trisodium L-ascorbic acid 2-phosphate